5-bromo-2,3-dihydrobenzo[b]thiophene 1-oxide BrC1=CC2=C(S(CC2)=O)C=C1